OC1=C(C(=CC(=C1S(=O)(=O)NC=1C=NC=CC1)CCCCC)O)C1=CC(=CC=C1)C 2,6-dihydroxy-3'-methyl-4-pentyl-N-(pyridin-3-yl)-[1,1'-biphenyl]-3-sulfonamide